OCCCOCCOCCOCCOCCOCCOCCOCCOCCN(C(OC(C)(C)C)=O)C tert-butyl N-[2-[2-[2-[2-[2-[2-[2-[2-(3-hydroxypropoxy) ethoxy] ethoxy]ethoxy]ethoxy]ethoxy]ethoxy]ethoxy]ethyl]-N-methyl-carbamate